8-((3,5-difluoro-4-(4-fluorophenoxy)phenyl)sulfonyl)-3-((2-methoxyethoxy)carbonyl)-3,8-diazabicyclo[3.2.1]octane-1-carboxylic acid FC=1C=C(C=C(C1OC1=CC=C(C=C1)F)F)S(=O)(=O)N1C2(CN(CC1CC2)C(=O)OCCOC)C(=O)O